(2'-methylamino-1,1'-Biphenyl-2-yl)palladium (II) CNC1=C(C=CC=C1)C1=C(C=CC=C1)[Pd+]